tert-butyl 3-(5-(1-ethoxyvinyl)pyridin-2-yl)-3-hydroxypyrrolidine-1-carboxylate C(C)OC(=C)C=1C=CC(=NC1)C1(CN(CC1)C(=O)OC(C)(C)C)O